lithium 1-(tetrahydro-2H-pyran-2-yl)-1H-pyrazole-5-sulfinate O1C(CCCC1)N1N=CC=C1S(=O)[O-].[Li+]